C[C@@H]1CN(C[C@H]2N1CCNCC2)C=2C=1N(C(=CC2)C#N)N=CC1 4-[(4R,10aS)-4-methyl-3,4,6,7,8,9,10,10a-octahydro-1H-pyrazino[1,2-d][1,4]diazepin-2-yl]pyrazolo[1,5-a]pyridine-7-carbonitrile